pentaerythritol tetra(2-cyanoacetate) C(#N)CC(=O)OCC(COC(CC#N)=O)(COC(CC#N)=O)COC(CC#N)=O